3-(3-(6-amino-5-methylpyridin-3-yl)phenyl)-N-(4-methyl-3-(trifluoromethyl)phenyl)acrylamide NC1=C(C=C(C=N1)C=1C=C(C=CC1)C=CC(=O)NC1=CC(=C(C=C1)C)C(F)(F)F)C